1-isopropyl-5-(2-(5-(piperidin-1-yl)pyridin-2-yl)amino-5-fluoropyrimidin-4-yl)-pyridin-2(1H)-one C(C)(C)N1C(C=CC(=C1)C1=NC(=NC=C1F)NC1=NC=C(C=C1)N1CCCCC1)=O